methyl 2-(1-(2-ethoxy-2-oxoethyl)cyclopropyl)-2-nitroacetate C(C)OC(CC1(CC1)C(C(=O)OC)[N+](=O)[O-])=O